5-(2,3-dichloro-phenyl)-3-isobutyl-1-{2-oxo-2-[4-(2-oxo-1,2,4,5-tetrahydro-benzo[d][1,3]diazepin-3-yl)-piperidin-1-yl]-ethyl}-1H-pyrimidin-2,4-dion ClC1=C(C=CC=C1Cl)C=1C(N(C(N(C1)CC(N1CCC(CC1)N1C(NC2=C(CC1)C=CC=C2)=O)=O)=O)CC(C)C)=O